1-[4-({2-[(6-methoxy-2-methyl-1,2,3,4-tetrahydroisoquinolin-7-yl)amino]quinazolin-7-yl}amino)piperidin-1-yl]ethan-1-one COC=1C=C2CCN(CC2=CC1NC1=NC2=CC(=CC=C2C=N1)NC1CCN(CC1)C(C)=O)C